4-ethynyl-1-(2-fluoroethyl)-pyrazole C(#C)C=1C=NN(C1)CCF